1-[(4-fluoro-2-isopropyl-phenyl)carbamothioyl]-3-[2-[3-[1-[4-(trifluoromethoxy)phenyl]-1H-1,2,4-triazol-3-yl]phenyl]ethyl]urea FC1=CC(=C(C=C1)NC(=S)NC(=O)NCCC1=CC(=CC=C1)C1=NN(C=N1)C1=CC=C(C=C1)OC(F)(F)F)C(C)C